CC1(C2=CC=CC=C2C=2C=CC(=CC12)N(C1=CC=C(C=C1)C=1C(=CC=CC1)C1=CC=C(C=C1)N(C1=CC=2C(C3=CC=CC=C3C2C=C1)(C)C)C1=CC=CC=C1)C1=CC=CC=C1)C 4,4''-bis{N-(9,9-dimethyl-9H-fluorene-2-yl)-phenylamino}-1,1':2',1''-terphenyl